FC1=CC=CC2=C1N(C(CCC2=O)=O)CC2=CC(=C(C=C2)C)F 9-fluoro-1-(3-fluoro-4-methylbenzyl)-3,4-dihydro-1H-benzo[b]azepine-2,5-dione